N-{2-[(2,4-dimethoxyphenyl)methyl]-4-{[(2,4-dimethoxyphenyl)methyl]amino}-1-(2-methylphenyl)-3-oxo-1H,2H,3H-pyrrolo[3,4-c]pyridin-7-yl}-3-fluoro-5-(trifluoromethyl)benzamide COC1=C(C=CC(=C1)OC)CN1C(C=2C(=NC=C(C2C1C1=C(C=CC=C1)C)NC(C1=CC(=CC(=C1)C(F)(F)F)F)=O)NCC1=C(C=C(C=C1)OC)OC)=O